3,5-dimethyl-N-(5-((4-(trifluoromethyl)benzyl)oxy)-1H-indol-3-yl)isoxazole-4-carboxamide CC1=NOC(=C1C(=O)NC1=CNC2=CC=C(C=C12)OCC1=CC=C(C=C1)C(F)(F)F)C